2-(4-((4-nitrobenzyl)amino)phenyl)pyrrolidine [N+](=O)([O-])C1=CC=C(CNC2=CC=C(C=C2)C2NCCC2)C=C1